(S)-N-(1-(6,7-difluoro-4-oxo-3,4-dihydrophthalazin-1-yl)ethyl)-N-methylbenzo[d]thiazole-5-carboxamide FC=1C=C2C(NN=C(C2=CC1F)[C@H](C)N(C(=O)C=1C=CC2=C(N=CS2)C1)C)=O